O(C)[Si](C1=CC=C(C=C1)[Si](OC)(OC)OC)(OC)OC 1,4-bis(trimethoxylsilyl)benzene